C(CCCCCCC)C(CN)CCCCCCCCCC 2-Octyldodecan-1-amine